NCC=1C=C(C=CC1)N1N=C(C=C1C(=O)NC1=CC(=CC=C1)C(C1=C(C=CC=C1)O)NCC1CC1)C(F)(F)F (-)-1-(3-(aminomethyl)phenyl)-N-(3-((cyclopropylmethylamino)(2-hydroxyphenyl)methyl)phenyl)-3-(trifluoromethyl)-1H-pyrazole-5-carboxamide